2-{[(2-{[3-(3,5-di-tert-butyl-4-hydroxyphenyl)propanoyl]oxy}ethyl)carbamoyl]formamido}ethyl 3-(3,5-di-tert-butyl-4-hydroxyphenyl)propanoate C(C)(C)(C)C=1C=C(C=C(C1O)C(C)(C)C)CCC(=O)OCCNC(=O)C(NCCOC(CCC1=CC(=C(C(=C1)C(C)(C)C)O)C(C)(C)C)=O)=O